methyl 2-((1,7,7-trimethyl bicyclo[2.2.1]heptan-2-yl)thio)acetate CC12C(CC(CC1)C2(C)C)SCC(=O)OC